C(C)OC=1C(=CC2=C(OCCN2C(=O)OC(C)(C)C)N1)CC1=CC=C(C=C1)F tert-butyl 6-ethoxy-7-(4-fluorobenzyl)-2,3-dihydro-1H-pyrido[2,3-b][1,4]oxazine-1-carboxylate